C(C)(C)(C)C=1C=C(C=C(C1)C(C)(C)C)N1C=NC=C1 1-(3,5-di-tert-butylphenyl)-1H-imidazole